C(C)(C)(C)NC1=CC(=C2C(=N1)C=C(S2)C2=CC=NN2C2OCCCC2)NCC(=O)NC2CC2 2-((5-(tert-butylamino)-2-(1-(tetrahydro-2H-pyran-2-yl)-1H-pyrazol-5-yl)thieno[3,2-b]pyridin-7-yl)amino)-N-cyclopropylacetamide